N-(6-(5-chloro-7-(1,1-difluoropropan-2-yl)-6-fluoro-1H-indazol-4-yl)imidazo[1,2-a]pyrazin-2-yl)-2-fluorocyclopropane-1-carboxamide ClC=1C(=C2C=NNC2=C(C1F)C(C(F)F)C)C=1N=CC=2N(C1)C=C(N2)NC(=O)C2C(C2)F